O=C1NC=CC=C1C=1C=C(CNC(OCCC=2C(OC3=CC(=CC=C3C2C)N(CC)CC)=O)=O)C=CC1 2-(7-(diethylamino)-4-methyl-2-oxo-2H-chromen-3-yl)ethyl (3-(2-oxo-1,2-dihydropyridin-3-yl)benzyl)carbamate